3-((3-fluoro-4-(4-((4-hydroxypiperidin-4-yl)methyl)piperidin-1-yl)phenyl)amino)piperidine-2,6-dione FC=1C=C(C=CC1N1CCC(CC1)CC1(CCNCC1)O)NC1C(NC(CC1)=O)=O